C[C@H]1[C@@H]2[C@@H](OC1=O)C[C@H](CC2)C |r| (3SR,3aRS,6SR,7ASR)-perhydro-3,6-dimethyl-benzo[b]furan-2-one